ClC=1C=NC=C(C1C(=O)NC(C(=O)O)CCOC1CC(C1)CCC1=NC=2NCCCC2C=C1)F 2-[(3-chloro-5-fluoro-pyridine-4-carbonyl)amino]-4-[3-[2-(5,6,7,8-tetrahydro-1,8-naphthyridin-2-yl)ethyl]cyclobutoxy]butanoic acid